3-fluoro-9-methyl-5-(5-(4,4,4-trifluoro-3,3-dimethylbut-1-yn-1-yl)-3,4-dihydroquinolin-1(2H)-yl)pyrido[3,2-e][1,2,4]triazolo[4,3-a]pyrimidine FC1=CC=2C(=NC=3N(C2N=C1)C(=NN3)C)N3CCCC1=C(C=CC=C31)C#CC(C(F)(F)F)(C)C